ClC1=C(C=NC(=C1F)F)C(=O)O 4-chloro-5,6-difluoro-pyridine-3-carboxylic acid